(1R,3S,4R)-3-[(tert-Butoxycarbonyl)amino]-4-(methoxymethoxy)cyclopentane-1-carboxylic acid methoxymethyl ester COCOC(=O)[C@@H]1C[C@@H]([C@@H](C1)OCOC)NC(=O)OC(C)(C)C